F[P-](F)(F)(F)(F)F.F[P-](F)(F)(F)(F)F.C[N+]=1SC2=C(C1C1=CC=[N+](C=C1)C1=CC=CC=C1)C=CC=C2 2-Methyl-3-(1-phenylpyridin-1-ium-4-yl)-1,2-benzisothiazol-2-ium bis(hexafluorophosphate)